CN1N(C2=NC(=NC=C2C1=O)NC1=CC=C(C=C1)N1CCC(CC1)N1N=C2C(=CC=CC2=C1)C(=O)N)C1=NC=CC=C1 2-[1-[4-[[2-methyl-3-oxo-1-(2-pyridyl)pyrazolo[3,4-d]pyrimidin-6-yl]amino]phenyl]-4-piperidyl]indazole-7-carboxamide